methyl 2-benzyl-2,8-diazaspiro[4.5]decane-4-carboxylate C(C1=CC=CC=C1)N1CC2(C(C1)C(=O)OC)CCNCC2